4-anilino-1,2-naphthoquinone N(C1=CC=CC=C1)C1=CC(C(C2=CC=CC=C12)=O)=O